C(CC\C=C/CCCCC)C(=C(C(=O)OCC)F)CCC\C=C/CCCCC ethyl (Z)-3-((Z)-dec-4-en-1-yl)-2-fluorotrideca-2,7-dienoate